C(C)OC1=C(OCC2CN(CCO2)C(=O)OCC)C=CC=C1 Ethyl 2-((2-ethoxyphenoxy)methyl)morpholine-4-carboxylate